(R)-8-fluoro-6-methyl-4H,6H-benzo[e]pyrazolo[5,1-c][1,4,2]oxazaborepin-4-ol FC1=CC2=C(N3C(B(O[C@@H]2C)O)=CC=N3)C=C1